CC1(CC(CC(C1)NC(C)C)(C)C)CNC(C)C 1,3,3-Trimethyl-N-(1-methylethyl)-5-[(1-methylethyl)amino]cyclohexanemethanamine